2-[(2,4-dichlorophenyl)methyl-amino]-5-(4,4-difluorobutyl)-4H-[1,2,4]triazolo[1,5-a]-pyrimidin-7-one ClC1=C(C=CC(=C1)Cl)CNC1=NN2C(NC(=CC2=O)CCCC(F)F)=N1